4-(2-(((tert-butyldimethylsilyloxy)oxy)methyl)allyl)-2-isopropyl-3-nitropyridine [Si](C)(C)(C(C)(C)C)OOCC(CC1=C(C(=NC=C1)C(C)C)[N+](=O)[O-])=C